C(#N)CNC1=C(C=NC(=C1)C1=CC=C2N1N=CC(=C2)C#N)C2=NN=C(S2)C2CCC(CC2)NC(C)=O N-((1r,4r)-4-(5-(4-((cyanomethyl)amino)-6-(3-cyanopyrrolo[1,2-b]pyridazin-7-yl)pyridin-3-yl)-1,3,4-thiadiazol-2-yl)cyclohexyl)acetamide